6-((4-azidobenzyl)oxy)benzo[d]thiazole-2-carbonitrile N(=[N+]=[N-])C1=CC=C(COC2=CC3=C(N=C(S3)C#N)C=C2)C=C1